tert-pentyl cyclohexanecarboxylate C1(CCCCC1)C(=O)OC(C)(C)CC